(1r,4r)-N1-(4-(8-Bromo-6-(trifluoromethyl)imidazo[1,2-a]pyridin-3-yl)-5-chloropyrimidin-2-yl)cyclohexane-1,4-diamine BrC=1C=2N(C=C(C1)C(F)(F)F)C(=CN2)C2=NC(=NC=C2Cl)NC2CCC(CC2)N